tert-butyl (S)-2-((5-(methoxycarbonyl)thiophen-2-yl)carbamoyl)pyrrolidine-1-carboxylate COC(=O)C1=CC=C(S1)NC(=O)[C@H]1N(CCC1)C(=O)OC(C)(C)C